O[C@@H](C(=O)OCC)CC1=C(C=CC=C1)OCC1=NC(=NC=C1)C1=C(C=CC=C1)OC ethyl (2R)-2-hydroxy-3-[2-[[2-(2-methoxyphenyl)pyrimidin-4-yl]methoxy]phenyl]propanoate